FC1=C(C=CC(=C1)OC1=CC=CC=C1)C=1N=C(N2N=CN=C(C21)N)[C@H]2CO[C@@H](CC2)C 5-(2-fluoro-4-phenoxyphenyl)-7-((3S,6R)-6-methyltetrahydro-2H-pyran-3-yl)imidazo[5,1-f][1,2,4]triazin-4-amine